ClC=1C=C(C=C(C1)Cl)C1=NC(=CC(=C1)CN1CCC(CC1)CC(=O)O)OC=1N=NC(=CC1)N1[C@@H]2CN([C@H](C1)C2)C 2-(1-((2-(3,5-dichlorophenyl)-6-((6-((1S,4S)-5-methyl-2,5-diazabicyclo[2.2.1]heptan-2-yl)pyridazin-3-yl)oxy)pyridin-4-yl)methyl)piperidin-4-yl)acetic acid